IC=1C=CC(=C(C1)NC(C)=O)C N-(5-iodo-2-methylphenyl)acetamide